CC=1C=C(C=C(C1)C)C(C)=O 1-(3,5-dimethylphenyl)ethanone